propyl-3-((5-(trifluoromethyl)pyridin-2-yl)methyl)naphthalene-1,4-dione C(CC)C=1C(C2=CC=CC=C2C(C1CC1=NC=C(C=C1)C(F)(F)F)=O)=O